C1(CC1)C(=O)NC1=NC=C(C(=O)NC([2H])([2H])[2H])C(=C1)NC1=CC=C2C=NN(C2=C1OC([2H])([2H])[2H])CC 6-(Cyclopropanecarboxamido)-4-((1-ethyl-7-(methoxy-d3)-1H-indazol-6-yl)amino)-N-(methyl-d3)nicotinamide